2-((3S,5R)-4,4-difluoro-3-hydroxy-5-methylpiperidin-1-yl)-5-fluoro-6-((3-(3-hydroxy-3-methylbutyl)-1-methyl-2-oxo-2,3-dihydro-1H-benzo[d]imidazol-5-yl)amino)nicotinonitrile FC1([C@H](CN(C[C@H]1C)C1=C(C#N)C=C(C(=N1)NC1=CC2=C(N(C(N2CCC(C)(C)O)=O)C)C=C1)F)O)F